BrC1=C2CN(C(C2=CC=C1CN1CCN(CC1)C1=CC=C(C=C1)C1=NC2=CC(=CC(=C2C(N1)=O)OC)OC)=O)C1C(NC(CC1)=O)=O 3-(4-bromo-5-((4-(4-(5,7-dimethoxy-4-oxo-3,4-dihydroquinazolin-2-yl)phenyl)piperazine-1-yl)methyl)-1-oxoisoindolin-2-yl)piperidine-2,6-dione